6-O-benzyl-3-O-ethyl-L-ascorbic acid C(C1=CC=CC=C1)OC[C@@H]([C@@H]1C(=C(C(=O)O1)O)OCC)O